2',4',6'-trimethoxy-3,4-dimethoxy-chalcone COC1=C(C(/C=C/C2=CC(=C(C=C2)OC)OC)=O)C(=CC(=C1)OC)OC